C(C=C)(=O)O.C(CC)C1C(=O)NC(CC1)=O propyl-glutarimide acrylate